4-Butyl-N-(2-methylquinolin-8-yl)benzamide C(CCC)C1=CC=C(C(=O)NC=2C=CC=C3C=CC(=NC23)C)C=C1